N(=[N+]=[N-])CCCC#CCB1OC(CN(CC(O1)=O)C)=O 2-(6-azidohex-2-yn-1-yl)-6-methyl-1,3,6,2-dioxazaborocan-4,8-dione